FC(C(O[Si](C(C)(C)C)(C)C)C1=NC=C(C=C1)F)(CCO[Si](C(C)(C)C)(C)C)F 2-(6,6-difluoro-2,2,3,3,10,10,11,11-octamethyl-4,9-dioxa-3,10-disiladodecan-5-yl)-5-fluoropyridine